3-(7-methoxyimidazo[1,2-a]pyridin-2-yl)-7-(piperazin-1-yl)-2H-chromen-2-one COC1=CC=2N(C=C1)C=C(N2)C=2C(OC1=CC(=CC=C1C2)N2CCNCC2)=O